5-(3-(dimethylamino)azetidin-1-yl)quinazoline-4,6-diamine CN(C1CN(C1)C1=C2C(=NC=NC2=CC=C1N)N)C